C(C)(C)(C)OC(=O)N1CC(C1)C12CC(C1)(C2)C=2SC(=NN2)C2(CC2)C(F)(F)F 3-[3-[5-[1-(trifluoromethyl)cyclopropyl]-1,3,4-thiadiazol-2-yl]-1-bicyclo[1.1.1]pentanyl]azetidine-1-carboxylic acid tert-butyl ester